O[C@H]1[C@H](O)[C@H](O)CO1 β-D-erythrofuranose